3-(3,4,5-trifluorophenyl)-5,7-dihydro-4H-pyrazolo[3,4-c]pyridin FC=1C=C(C=C(C1F)F)C1=NNC=2CNCCC21